6-(1,3-benzothiazol-6-yl)-N-(1-{3-[2-(1H-imidazol-1-yl)ethoxy]phenyl}ethyl)-2-methylpyrimidin S1C=NC2=C1C=C(C=C2)C2=CC=NC(N2C(C)C2=CC(=CC=C2)OCCN2C=NC=C2)C